N1C=C(C=2C=NC=CC21)NC(C(=O)NC(C)C2=CC=C(C=C2)C(F)(F)F)=O N1-(1H-pyrrolo[3,2-c]pyridin-3-yl)-N2-(1-(4-(trifluoromethyl)-phenyl)-ethyl)oxalamide